1-[4-[(7R)-7-(4-isoquinolinyl)-5,6,7,8-tetrahydroquinazolin-4-yl]piperazin-1-yl]prop-2-en-1-one tert-Butyl-4-(6-hydroxy-1-oxoisoindolin-2-yl)piperidine-1-carboxylate C(C)(C)(C)OC(=O)N1CCC(CC1)N1C(C2=CC(=CC=C2C1)O)=O.C1=NC=C(C2=CC=CC=C12)[C@@H]1CCC=2C(=NC=NC2C1)N1CCN(CC1)C(C=C)=O